CC(C)=CCC[C@@H](C)[C@H]1CC[C@H]2C=3CCC4C[C@H](CC[C@]4(C)C3CC[C@]12C)O cholest-8,24-dien-3beta-ol